tert-butyl 5-allyl-1,4-oxazepane-4-carboxylate C(C=C)C1N(CCOCC1)C(=O)OC(C)(C)C